2-(((4-(trifluoromethoxy)phenyl)methyl)sulphonamido)propanoic acid FC(OC1=CC=C(C=C1)CS(=O)(=O)NC(C(=O)O)C)(F)F